O=C(CC1=CC(=NC=C1)NC(OC(C)(C)C)=O)NCCC(F)(F)F tert-butyl (4-(2-oxo-2-((3,3,3-trifluoropropyl)amino)ethyl)pyridin-2-yl)carbamate